COC(=O)C=1N=NN(C1C1=CC(=C(C=C1)F)Cl)CC1=CC=C(C=C1)OC 5-(3-chloro-4-fluorophenyl)-1-(4-methoxybenzyl)-1H-1,2,3-triazole-4-carboxylic acid methyl ester